SCCC(=O)[O-].SCCC(=O)[O-].C[Sn+2]C dimethyl-tin bis(3-mercaptopropionate)